C(C1=CC=CC=C1)OC(=O)NC12CC(C1)(C2)CC(=O)O 2-(3-(((Benzyloxy)carbonyl)amino)bicyclo[1.1.1]pentan-1-yl)acetic acid